BrC1C(C2=CC=CC=C2CC1)(O)C bromo-1-methyl-1,2,3,4-tetrahydronaphthalen-1-ol